FC(C=1C=C(OC2CC3(C2)CCN(CC3)C(=O)OC=3C=NC=C(C3)C(F)(F)F)C=CC1)(F)F 5-(Trifluoromethyl)pyridin-3-yl 2-(3-(trifluoromethyl)phenoxy)-7-azaspiro[3.5]nonane-7-carboxylate